CC=1C(=NOC1C)N 4,5-dimethyl-3-amino-isoxazole